1-(6-(5-chloro-6-fluoro-7-(isopropylamino)-1H-indazol-4-yl)imidazo[1,2-a]pyrazin-2-yl)-3-methylurea ClC=1C(=C2C=NNC2=C(C1F)NC(C)C)C=1N=CC=2N(C1)C=C(N2)NC(=O)NC